N-(2,6-dibromo-4-methoxyphenyl)-2,2,2-trifluoroacetamide BrC1=C(C(=CC(=C1)OC)Br)NC(C(F)(F)F)=O